3-(4-fluorobenzyl)-1-(6-methyl-6H-isochromeno[3,4-c]pyridin-8-yl)pyrrolidine FC1=CC=C(CC2CN(CC2)C=2C=CC3=C(C2)C(OC2=CN=CC=C23)C)C=C1